N-[3-fluoro-4-[(7-methoxy-1,5-naphthyridin-4-yl)oxy]phenyl]-5-(4-fluorophenyl)-6-methyl-4-oxo-1-propan-2-ylpyridine-3-carboxamide FC=1C=C(C=CC1OC1=CC=NC2=CC(=CN=C12)OC)NC(=O)C1=CN(C(=C(C1=O)C1=CC=C(C=C1)F)C)C(C)C